C(C)(C)(C)OC(=O)N1N=C(C=C1NC(C(C)C=1C=NN(C1)C1=CC(=CC=C1)COC)=O)C1CC1.CO[Si](CCCC(C(N)(N)CCC[Si](OC)(OC)OC)CCCC)(OC)OC bis[3-(trimethoxysilyl)propyl]diaminohexane tert-butyl-3-cyclopropyl-5-(2-(1-(3-(methoxymethyl)phenyl)-1H-pyrazol-4-yl)propanamido)-1H-pyrazole-1-carboxylate